CC1=C(OC=2CCC3=CN(N=C3C21)CC2=NC=C(C=C2)C(F)(F)F)C(=O)OCC ethyl 8-methyl-2-{[5-(trifluoromethyl)pyridin-2-yl]methyl}-4,5-dihydro-2H-furo[2,3-g]indazole-7-carboxylate